CN(C(=O)C=1C=C2CCNC(C2=CC1)=O)C N,N-dimethyl-1-oxo-1,2,3,4-tetrahydroisoquinoline-6-carboxamide